methyl (S)-2-((4-((6-((4-cyano-2-fluorophenoxy)methyl)pyridin-2-yl)oxy)piperidin-1-yl)methyl)-1-(oxetan-2-ylmethyl)-1H-benzo[d]imidazole-6-carboxylate C(#N)C1=CC(=C(OCC2=CC=CC(=N2)OC2CCN(CC2)CC2=NC3=C(N2C[C@H]2OCC2)C=C(C=C3)C(=O)OC)C=C1)F